C(C1=CC=CC=C1)N1CC2=CC(=CC(=C2CC1)F)C(=O)NO 2-benzyl-5-fluoro-N-hydroxy-1,2,3,4-tetrahydroisoquinoline-7-carboxamide